6-bromo-2-[(3-methyloxetan-3-yl)methyl]-2,3-dihydro-1H-isoindol-1-one BrC1=CC=C2CN(C(C2=C1)=O)CC1(COC1)C